6-chloro-8-isopropyl-2-(((1s,4s)-4-((1-methyl-1H-pyrazol-4-yl)sulfonyl)cyclohexyl)amino)pyrido[2,3-d]pyrimidin-7(8H)-one ClC1=CC2=C(N=C(N=C2)NC2CCC(CC2)S(=O)(=O)C=2C=NN(C2)C)N(C1=O)C(C)C